3,6-difluoro-4,5-bis[4-(allylaminocarbonyl)phenoxy]phthalonitrile FC1=C(C(C#N)=C(C(=C1OC1=CC=C(C=C1)C(=O)NCC=C)OC1=CC=C(C=C1)C(=O)NCC=C)F)C#N